5-isopropyl-4-(methoxymethoxy)-3-methyl-2,3-dihydrobenzofuran C(C)(C)C=1C=CC2=C(C(CO2)C)C1OCOC